tert-butyl (R)-(1-(4-(7H-pyrrolo[2,3-d]pyrimidin-4-yl)-3,4-dihydro-2H-1,4-thiazine-6-carbonyl)piperidin-3-yl)(1-methylpiperidin-4-yl)carbamate N1=CN=C(C2=C1NC=C2)N2CCSC(=C2)C(=O)N2C[C@@H](CCC2)N(C(OC(C)(C)C)=O)C2CCN(CC2)C